S1C=NC2=C1C=C(C=C2)\C=C\2/N=C(NC2=O)N[C@@H](CC(C)C)CO (4Z)-4-(1,3-Benzothiazol-6-ylmethylene)-2-[[(1S)-1-(hydroxymethyl)-3-methyl-butyl]amino]-1H-imidazol-5-one